2-(3,5-Dichloro-4-((2-(pyridin-2-ylmethyl)-1-oxo-1,2,3,4-tetrahydroisoquinolin-6-yl)oxy)phenyl)-3,5-dioxo-2,3,4,5-tetrahydro-1,2,4-triazine-6-carboxylic acid ClC=1C=C(C=C(C1OC=1C=C2CCN(C(C2=CC1)=O)CC1=NC=CC=C1)Cl)N1N=C(C(NC1=O)=O)C(=O)O